8-chloro-6-methyl-3-vinyl-1,7-naphthyridine ClC=1N=C(C=C2C=C(C=NC12)C=C)C